C(CC)(=O)[O-].C(CC)(=O)[O-].C(CC)(=O)[O-].C(CC)(=O)[O-].[Pb+4] lead tetrapropionate